BrC=1C=C(N(C2=CC=CC=C2)C2=CC=CC=C2)C=C(C1)Cl 3-bromo-5-chloro-N,N-diphenylaniline